2-[[5-cyclopropyl-3-(2,5-dichloropyrimidin-4-yl)pyrazol-1-yl]methoxy]ethyl-trimethyl-silane C1(CC1)C1=CC(=NN1COCC[Si](C)(C)C)C1=NC(=NC=C1Cl)Cl